COC1=CC=C(C=C1)OC(C1=C(N=CC(=C1)C=1C=C2C(=NC=NC2=CC1)N[C@@H]1CN(CC1)C(=O)C1CCOCC1)OC)=O (S)-2-methoxy-5-(4-((1-(tetrahydro-2H-pyran-4-carbonyl)pyrrolidin-3-yl)amino)quinazolin-6-yl)nicotinic acid p-methoxyphenyl ester